(1r,2s)-2-amino-N-(2-(3,4-dimethoxyphenyl)-3-isopropyl-1H-indol-5-yl)cyclohexane-1-carboxamide N[C@@H]1[C@@H](CCCC1)C(=O)NC=1C=C2C(=C(NC2=CC1)C1=CC(=C(C=C1)OC)OC)C(C)C